(-)-Carvone CC1=CC[C@H](CC1=O)C(=C)C